1-(3-(2-((3r,5r,7r)-adamantan-1-yl)acetoxy)-2-((((3-(diethylamino)propoxy)carbonyl)oxy)methyl)propyl) 7-(2-hexyldecyl) Heptanedioate C(CCCCCC(=O)OCC(CCCCCCCC)CCCCCC)(=O)OCC(COC(CC12CC3CC(CC(C1)C3)C2)=O)COC(=O)OCCCN(CC)CC